ClC=1C=C(C=C(C1)Cl)C1=CNC(=C1C)C1=CC=CC=C1 3-(3,5-Dichlorophenyl)-4-methyl-5-phenyl-1H-pyrrol